ClC=1C=C(C=CC1)[C@@H]1[C@H](C1)C(=O)NC1=NC=CC(=C1)NCC=1N=C2N(C=C(C=C2N2[C@H]3CC[C@@H](C2=O)C3)C3CC3)C1 (1S,2S)-2-(3-chlorophenyl)-N-(4-(((6-cyclopropyl-8-((1S,4R)-3-oxo-2-azabicyclo[2.2.1]heptan-2-yl)imidazo[1,2-a]pyridin-2-yl)methyl)amino)pyridin-2-yl)cyclopropane-1-carboxamide